N-ε-maleimidocaproyloxysuccinimide C1(C=CC(N1CCCCCC(=O)ON1C(CCC1=O)=O)=O)=O